3-benzyl-1-(trans-4-((5-cyano-4-(1H-pyrazol-5-yl)pyrimidin-2-yl)amino)cyclohexyl)-1-(5-(1-methyl-1H-pyrazol-4-yl)pyrazin-2-yl)urea C(C1=CC=CC=C1)NC(N(C1=NC=C(N=C1)C=1C=NN(C1)C)[C@@H]1CC[C@H](CC1)NC1=NC=C(C(=N1)C1=CC=NN1)C#N)=O